OC(COCCNC(OC(C)(C)C)=O)C/N=C/1\NC2=CC=C(C=C2C(N1C([2H])([2H])C=1C=NN(C1)C)=O)S(NC1(CC1)C)(=O)=O tert-butyl N-[2-(2-hydroxy-3-{[(2E)-6-[(1-methylcyclopropyl)sulfamoyl]-3-[(1-methylpyrazol-4-yl)(2H2)methyl]-4-oxo-1H-quinazolin-2-ylidene]amino}propoxy)ethyl]carbamate